COC1=CC=C(C=C1)CN(C=1SC2=C(N=C(N=C2O)O)N1)C 2-[(4-methoxyphenyl)methyl-methyl-amino]thiazolo[4,5-d]pyrimidine-5,7-diol